N-((5-isopropyl-6-methoxy-1H-indol-2-yl)methyl)-1-methylcyclopropane-1-carboxamide C(C)(C)C=1C=C2C=C(NC2=CC1OC)CNC(=O)C1(CC1)C